(S)-2-amino-3-(4-(4-((R)-1-(4-chloro-2-(3,6-dihydro-2H-pyran-4-yl)phenyl)-2,2,2-trifluoroethoxy)thieno[3,2-d]pyrimidin-7-yl)phenyl)propanoic acid hydrochloride Cl.N[C@H](C(=O)O)CC1=CC=C(C=C1)C1=CSC2=C1N=CN=C2O[C@@H](C(F)(F)F)C2=C(C=C(C=C2)Cl)C=2CCOCC2